FC(C=1C(=C(C=C(C1)C)O)C=1C=CC=2C(=NC(=CN2)C2CN(CCC2)C)N1)F 3-(difluoromethyl)-5-methyl-2-[3-[1-methyl-3-piperidyl]pyrido[2,3-b]pyrazin-6-yl]phenol